[OH-].C(=O)(O)C1C(CCC(C1[PH3+])C(C)C)C (2-carboxymenthyl)phosphonium Hydroxide